Lithium 1-(tert-butoxycarbonyl)-4-[3-(trifluoromethyl)azetidine-1-carbonyl]piperidine-4-carboxylate Lithium hydroxide monohydrate O.[OH-].[Li+].C(C)(C)(C)OC(=O)N1CCC(CC1)(C(=O)[O-])C(=O)N1CC(C1)C(F)(F)F.[Li+]